tert-butyl 3-azidopyrrolidine-1-carboxylate N(=[N+]=[N-])C1CN(CC1)C(=O)OC(C)(C)C